O=C1NC(CCC1N1C(C2=CC=C(C=C2C1=O)OCCOCCOCCOCCOCCOCCOC1=CC(=NC=C1C)NC=1C=C2C=CN=CC2=CC1)=O)=O 2-(2,6-dioxopiperidin-3-yl)-5-((17-((2-(isoquinolin-6-ylamino)-5-methylpyridin-4-yl)oxy)-3,6,9,12,15-pentaoxaheptadecyl)oxy)isoindoline-1,3-dione